{1-[(3,3-Difluorocyclobutyl)methyl]-1H-pyrazol-4-yl}-7-[(2-methyl-1H-1,3-benzodiazol-6-yl)oxy]-8-(oxolan-3-yl)quinoxaline FC1(CC(C1)CN1N=CC(=C1)C1=NC2=C(C(=CC=C2N=C1)OC=1C=CC2=C(NC(=N2)C)C1)C1COCC1)F